ClC1=CC(=C(C=C1OCC1=NC(=NO1)C1=C(C=CC=C1)C)N1C(C=2CCCCC2C1=O)=O)F 2-(4-chloro-2-fluoro-5-((3-(o-tolyl)-1,2,4-oxadiazol-5-yl)methoxy)phenyl)-4,5,6,7-tetrahydro-1H-isoindole-1,3(2H)-dione